C(C)(C)(C)OC(N[C@@H]1CNC(CC1)(C)C)=O (S)-(6,6-dimethylpiperidin-3-yl)carbamic acid tert-butyl ester